C(C)SC1=C2C(C(=NN(C2=CC=C1)C1=CC=C(C=C1)OC(F)(F)F)C(=O)O)=O 5-ethylsulfanyl-4-oxo-1-[4-(trifluoromethoxy)phenyl]cinnoline-3-carboxylic acid